(2S,4R)-1-(ethylsulfonyl)-2-methylpiperidine C(C)S(=O)(=O)N1[C@H](CCCC1)C